C(C)(C)(C)OC(=O)N[C@@H]1CN(CC1)C=1C=C2CCNCC2=C(C1)C(=O)OCC1=CC=CC=C1 (S)-benzyl 6-(3-((tert-butoxycarbonyl)amino)pyrrolidin-1-yl)-1,2,3,4-tetrahydroisoquinoline-8-carboxylate